C(C)(C)(C)OC(=O)N[C@@H]1CN(CC1)C1=CC(=NC=C1C(=O)OC)OC methyl (S)-4-(3-((tert-butoxycarbonyl)amino)pyrrolidin-1-yl)-6-methoxynicotinate